1-{[2-(1-Ethyl-4-methyl-1H-indol-2-yl)-1-methyl-1H-benzimidazol-5-yl]carbonyl}-3-piperidinamine C(C)N1C(=CC2=C(C=CC=C12)C)C1=NC2=C(N1C)C=CC(=C2)C(=O)N2CC(CCC2)N